methyl (2S,4R)-4-(methylsulfonyl)-1-((4-phenoxybutanoyl)glycyl)pyrrolidine-2-carboxylate CS(=O)(=O)[C@@H]1C[C@H](N(C1)C(CNC(CCCOC1=CC=CC=C1)=O)=O)C(=O)OC